1,2-dilauroyl-sn-glycero-3-phosphate sodium salt [Na+].C(CCCCCCCCCCC)(=O)OC[C@@H](OC(CCCCCCCCCCC)=O)COP(=O)([O-])[O-].[Na+]